N-(4-chloro-2-methylphenyl)-7-methyl-2,3-dioxo-1,4-dihydroquinoxaline-6-sulfonamide ClC1=CC(=C(C=C1)NS(=O)(=O)C=1C=C2NC(C(NC2=CC1C)=O)=O)C